CC1=NC=CC=2N=C(N=CC21)SC 5-methyl-2-(methylthio)pyrido[4,3-d]pyrimidine